tert-butyl (S)-2-(piperidin-3-yloxy)acetate N1C[C@H](CCC1)OCC(=O)OC(C)(C)C